ClC1=CC(=C(COC2=CC=CC(=N2)C2CCN(CC2)[C@H](C)C2=NC3=C(N2C[C@H]2OCC2)C=C(C=C3)C(=O)O)C=C1)F 2-((R)-1-(4-(6-((4-chloro-2-fluorobenzyl)oxy)pyridin-2-yl)piperidin-1-yl)ethyl)-1-(((S)-oxetan-2-yl)methyl)-1H-benzo[d]imidazol-6-carboxylic acid